ClC=1C=C(C=CC1Cl)C(CCOC)NC(C)=O N-(1-(3,4-dichlorophenyl)-3-methoxypropyl)acetamid